(R)-2-((R)-3-((2,2-difluoroethyl)(5-(5,6,7,8-tetrahydro-1,8-naphthyridin-2-yl)pentyl)amino)pyrrolidin-1-yl)-2-(3-fluoro-5-isopropyl-2-methoxyphenyl)acetic acid FC(CN([C@H]1CN(CC1)[C@@H](C(=O)O)C1=C(C(=CC(=C1)C(C)C)F)OC)CCCCCC1=NC=2NCCCC2C=C1)F